4-(6-chloro-8-fluoro-2-(((2R,7aS)-2-fluorotetrahydro-1H-pyrrolizin-7a(5H)-yl)methoxy)-4-(1,7-diazaspiro[4.5]decan-7-yl)quinazolin-7-yl)-7-fluorobenzo[d]thiazol-2-amine ClC=1C=C2C(=NC(=NC2=C(C1C1=CC=C(C2=C1N=C(S2)N)F)F)OC[C@]21CCCN1C[C@@H](C2)F)N2CC1(CCCN1)CCC2